1-vinyl-3-hexylimidazolium bromide [Br-].C(=C)N1C=[N+](C=C1)CCCCCC